(Sa)-6-(4-Fluoro-1-(naphthalin-2-ylmethyl)-1H-indol-7-carboxamido)spiro[3.3]heptan FC1=C2C=CN(C2=C(C=C1)C(=O)NC1CC2(CCC2)C1)CC1=CC2=CC=CC=C2C=C1